C(CCC(=O)O)(=O)O.N1(CCCC1)CCNC(=O)C1=CC(=NC2=CC=C(C=C12)F)C1=CC=C(C=C1)CN1CCOCC1 6-fluoro-2-(4-morpholin-4-ylmethyl-phenyl)-quinoline-4-carboxylic acid (2-pyrrolidin-1-yl-ethyl)amide succinate salt